(R)-N-(3-(2-(1-hydroxyethyl)imidazo[4,5-d]pyrrolo[2,3-b]pyridin-1(6H)-yl)bicyclo[1.1.1]pentan-1-yl)propane-1-sulfonamide O[C@H](C)C1=NC=2C(=C3C(=NC2)NC=C3)N1C13CC(C1)(C3)NS(=O)(=O)CCC